1-Benzyl-3-oxopiperidine-4-carboxylate hydrochloride Cl.C(C1=CC=CC=C1)N1CC(C(CC1)C(=O)O)=O